tert-butyl 4-(3-methyl-6-oxo-5-((3-(trifluoromethyl)pyridin-2-yl)methyl)-5,6-dihydropyrido[2,3-b]pyrazin-7-yl)piperazine-1-carboxylate CC1=CN=C2C(=N1)N(C(C(=C2)N2CCN(CC2)C(=O)OC(C)(C)C)=O)CC2=NC=CC=C2C(F)(F)F